2-fluoro-N-(imidazo[1,2-a]pyridin-5-ylcarbamoyl)-4-(trifluoromethoxy)benzamide FC1=C(C(=O)NC(NC2=CC=CC=3N2C=CN3)=O)C=CC(=C1)OC(F)(F)F